(S)-4-(chloromethyl)oxazolidine-2,5-dione ClC[C@H]1NC(OC1=O)=O